5-bromo-8-iodoquinolin-2(1H)-one BrC1=C2C=CC(NC2=C(C=C1)I)=O